(6-(trifluoromethyl)-1H-indol-2-yl)methanol FC(C1=CC=C2C=C(NC2=C1)CO)(F)F